FC=1C=C(C=CC1)NC(=O)C1=CN=C[Se]1 N-(3-fluorophenyl)-1,3-selenazole-5-carboxamide